ClC1=CC2=C(C=N1)N=C(N2)SCC(=O)NC2=CC(=CC=C2)O 2-((6-chloro-1H-imidazo[4,5-c]pyridin-2-yl)thio)-N-(3-hydroxyphenyl)acetamide